tert-butyl (5R)-5-{[2-(benzyloxy)-5-chloropentanoyl]amino}-3,3-difluoropiperidine-1-carboxylate C(C1=CC=CC=C1)OC(C(=O)N[C@@H]1CC(CN(C1)C(=O)OC(C)(C)C)(F)F)CCCCl